1-(4-nitrophenyl)piperidin-4-methanol [N+](=O)([O-])C1=CC=C(C=C1)N1CCC(CC1)CO